O1C(C=CC=C1)OC(C(=C)C)=O pyran-2-yl-methacrylate